E-N-(4-cinnamamidobutyl)-4-hydroxy-2-methylbut-2-enamide C(C=CC1=CC=CC=C1)(=O)NCCCCNC(\C(=C\CO)\C)=O